C(C)(C)(C)C=1C=C(C=C(C1O)C(C)(C)C)CCC(=O)Cl 3,5-di(tert-butyl)-4-hydroxy-phenylpropionyl chloride